2-(2,6-dioxopiperidin-3-yl)-5-(4-(3,3,3-trifluoro-2-(2-((5-((5-(5-methyl-5H-pyrido[4,3-b]indol-7-yl)pyridin-2-yl)oxy)pentyl)oxy)ethoxy)propyl)piperidin-1-yl)isoindoline-1,3-dione O=C1NC(CCC1N1C(C2=CC=C(C=C2C1=O)N1CCC(CC1)CC(C(F)(F)F)OCCOCCCCCOC1=NC=C(C=C1)C=1C=CC=2C3=C(N(C2C1)C)C=CN=C3)=O)=O